CC1(OB(OC1(C)C)C=1C=C(C=CC1)NC(=O)N)C 1-(3-(4,4,5,5-tetramethyl-1,3,2-dioxaborolan-2-yl)phenyl)urea